Homocysteic acid N[C@@H](CCS(=O)(O)=O)C(=O)O